ClC=1C=CC(=C(C1)C1=CC(=C(N=N1)SCCO)NC1=CC(=NC=C1)NC(CN1[C@@H]2CN([C@H](C1)C2)C)=O)F N-(4-{[6-(5-chloro-2-fluorophenyl)-3-[(2-hydroxyethyl)sulfanyl]pyridazin-4-yl]amino}pyridin-2-yl)-2-[(1S,4S)-5-methyl-2,5-diazabicyclo[2.2.1]heptan-2-yl]acetamide